1,2-diphenyl-azobenzene C1(=CC=CC=C1)C1(C(C=CC=C1)C1=CC=CC=C1)N=NC1=CC=CC=C1